4-(3-Azabicyclo[3.1.1]heptane-6-yl)-2-(2,6-dioxopiperidin-3-yl)-7-fluoroisoindoline C12CNCC(C1C1=C3CN(CC3=C(C=C1)F)C1C(NC(CC1)=O)=O)C2